1,1-dioxo-4H-thieno[3,2-e][1,2,4]thiadiazin-3-amine O=S1(N=C(NC2=C1SC=C2)N)=O